(2S)-2-(4-bromophenoxy)-3-methylbutanoyl chloride BrC1=CC=C(O[C@H](C(=O)Cl)C(C)C)C=C1